C(C1=CC=CC=C1)(C1=CC=CC=C1)(C1=CC=CC=C1)N1C=NC(=C1)C=CC=1N=CSC1 4-(2-(1-trityl-1H-imidazol-4-yl)vinyl)thiazol